C1=CC=CC2=NC(=C3C=C4C(=CC3=C12)OCO4)C(=O)OCC Ethyl [1,3]dioxolo[4,5-j]phenanthridine-6-carboxylate